CC1=CC=C(C=C1)S(=O)(=O)NC1CCC2=CC(=CC=C12)/C=C/C(=O)NOC1OCCCC1 (E)-3-(1-((4-methylphenyl)sulphonamido)-2,3-dihydro-1H-inden-5-yl)-N-((tetrahydro-2H-pyran-2-yl)oxy)acrylamide